BrC1=CC=C(C=C1)C1(NC(N(C1=O)CCCC(=O)O)=S)C1=CC=C(C=C1)Br 4-[4,4-bis(4-bromophenyl)-5-oxo-2-thioxoimidazolidin-1-yl]butanoic acid